C(=O)(O)C1=C(C(=[N+](C=C1)[O-])C1=CC=C(C=C1)F)S(=O)(=O)C carboxy-2-(4-fluorophenyl)-3-(methylsulfonyl)pyridine 1-oxide